ClC=1C=C(C=CC1C)NC(=O)N(CC=1C=C2CN(C(C2=CC1)=O)C1C(NC(CC1)=O)=O)C(CC#N)=O 1-(3-chloro-4-methylphenyl)-3-(2-cyanoacetyl)-3-{[2-(2,6-dioxopiperidin-3-yl)-1-oxo-3H-isoindol-5-yl]methyl}urea